ClC(CCCNC1=C(C=CC=C1)C(C)=O)CCCC 4-chloro-2'-octylaminoacetophenone